FC=1C=C2[C@H](NC=3C=CN4N=CC(C(NCC[C@H]5OC2=C(C1)C5)=O)=C4N3)C (3R,11S)-6-fluoro-3-methyl-10-oxa-2,14,18,19,22-pentaazapentacyclo[14.5.2.18,11.04,9.019,23]tetracosa-1(22),4,6,8,16(23),17,20-heptaen-15-one